glucosyl-(1→4)-glucosyl-(1→4)-glucose C1([C@H](O)[C@@H](O)[C@H](O)[C@H](O1)CO)O[C@H]1[C@@H]([C@H](C(O[C@@H]1CO)O[C@@H]([C@@H]([C@H](C=O)O)O)[C@H](O)CO)O)O